C(C)C1(NC(N(C(C1)=O)C(CCS(=O)(=O)C)C=1C=C(C(=O)N[C@H]2[C@@](CC3=CC=CC=C23)(C)O)C=CC1)=N)CC 3-[1-(4,4-diethyl-2-imino-6-oxo-hexahydropyrimidin-1-yl)-3-methylsulfonyl-propyl]-N-[(1R,2S)-2-hydroxy-2-methyl-indan-1-yl]benzamide